lithium-indium-tin [Sn].[In].[Li]